OC1=C2[C@H]3[C@H](C(OC2=CC(=C1)/C=C/C(=O)O)=C)CCC(=C3)C (E)-3-[(6Ar,10aR)-1-hydroxy-9-methyl-6-methylidene-6a,7,8,10a-tetrahydrobenzo[c]chromen-3-yl]prop-2-enoic acid